3,6-bis(2-hydroxyethylamino)quinoline OCCNC=1C=NC2=CC=C(C=C2C1)NCCO